ClC=1C=NC=C(C1NC(=O)C=1C=CC(=C(OCCCCCCCCC(=O)O)C1)OC(F)F)Cl 9-(5-((3,5-dichloropyridin-4-yl)carbamoyl)-2-(difluoromethoxy)-phenoxy)nonanoic acid